CC1=NOC(=C1C=1C=C2C(=NC1)N(C=C2C2=C(C=C(C(=O)O)C=C2)OC(F)(F)F)C=2C(=NC=CC2)OC)C 4-(5-(3,5-dimethylisoxazol-4-yl)-1-(2-methoxypyridin-3-yl)-1H-pyrrolo[2,3-b]pyridin-3-yl)-3-(trifluoromethoxy)benzoic acid